(R)-N-(1-(4-Fluorophenyl)ethyl)-N-(2-(pyrrolidin-1-yl)ethyl)-4-(trifluoromethyl)benzamide FC1=CC=C(C=C1)[C@@H](C)N(C(C1=CC=C(C=C1)C(F)(F)F)=O)CCN1CCCC1